C(C=C)(=O)N1C[C@@H](N(CC1)C1=NC(N2C3=C(C(=C(C=C13)Cl)C1=CC=C(C=C1)F)SC[C@@H]2CN2CCN(CC2)CC)=O)C (S)-7-((S)-4-acryloyl-2-methylpiperazin-1-yl)-9-chloro-3-((4-ethylpiperazin-1-yl)methyl)-10-(4-fluorophenyl)-2H-[1,4]thiazino[2,3,4-ij]quinazolin-5(3H)-one